(S)-2-((((9H-fluoren-9-yl)methoxy)carbonyl)(methyl)amino)-4-(2-methoxyphenyl)butanoic acid C1=CC=CC=2C3=CC=CC=C3C(C12)COC(=O)N([C@H](C(=O)O)CCC1=C(C=CC=C1)OC)C